2-chloro-1,1,1,3,4,4,4-heptafluoro-2-butene ClC(C(F)(F)F)=C(C(F)(F)F)F